3-(1,4-dimethyl-1H-benzo[d][1,2,3]triazol-5-yl)-3-(3-(((R)-4-ethyl-3,4-dihydronaphtho[1,2-f][1,4]oxazepin-2(1H)-yl)methyl)-4-methylphenyl)-2,2-dimethylpropionic acid CN1N=NC2=C1C=CC(=C2C)C(C(C(=O)O)(C)C)C2=CC(=C(C=C2)C)CN2C[C@H](OC1=C(C2)C2=CC=CC=C2C=C1)CC